5,6-dimethyl-N-(2-(piperidin-1-yl)ethyl)-6H-pyrido[4,3-b]carbazole-9-carboxamide CC1=C2C(=CC=3C=4C=C(C=CC4N(C13)C)C(=O)NCCN1CCCCC1)C=NC=C2